10-hydroxy-2-decenoic acid sodium salt [Na+].OCCCCCCCC=CC(=O)[O-]